(S)-N-(4-cyano-3-(trifluoromethyl)phenyl)-3-(4-(4-cyanophenyl)-1H-1,2,3-triazol-1-yl)-2-hydroxy-2-methylpropanamide C(#N)C1=C(C=C(C=C1)NC([C@@](CN1N=NC(=C1)C1=CC=C(C=C1)C#N)(C)O)=O)C(F)(F)F